Cl.ClC1=CC=C(C=C1)C(N1[C@@H](CN[C@H](C1)C)CO)C1=CC=C(C=C1)Cl ((2S,5S)-1-(Bis(4-chlorophenyl)methyl)-5-methylpiperazin-2-yl)methanol hydrochloride